ClC1=CC(=C(C=C1)C=1C=2N(N=C(C1)[C@H]1C[C@H](OCC1)C1=CN(C(C=C1)=O)C1CC(C1)(F)F)C(C(=C(N2)C)C)=O)F 9-(4-chloro-2-fluoro-phenyl)-7-[(2S,4R)-2-[1-(3,3-difluorocyclobutyl)-6-keto-3-pyridyl]tetrahydropyran-4-yl]-2,3-dimethyl-pyrimido[1,2-b]pyridazin-4-one